(4-iodophenoxy)oxetane IC1=CC=C(OC2OCC2)C=C1